Cl.Cl.CC1(C[C@@H]2OCC[C@@H](C(N2[C@@H]1CN[C@@H]1CCSC2=CC=CC=C12)=O)NC([C@H](C)NC)=O)C (S)-N-((4S,7S,9aS)-8,8-dimethyl-5-oxo-7-((((R)-thiochroman-4-yl)amino)methyl)octahydropyrrolo[2,1-b][1,3]oxazepin-4-yl)-2-(methylamino)propanamide dihydrochloride